2,4-Lutidin N1=C(C=C(C=C1)C)C